CC=1N=C(SC1C1=CC(=CC(=C1)CC1CCOCC1)N1CCOCC1)N 4-methyl-5-(3-morpholino-5-((tetrahydro-2H-pyran-4-yl)methyl)phenyl)thiazol-2-amine